FC1=C(OC2=C(C=C(C=C2)N2C(CCC2=O)=O)C2=CN(C=3C(N(C=CC32)C)=O)C)C=CC(=C1)F 1-(4-(2,4-difluorophenoxy)-3-(1,6-dimethyl-7-oxo-6,7-dihydro-1H-pyrrolo[2,3-c]pyridin-3-yl)phenyl)2,5-diketopyrrolidine